ClC1=CC(=C(CCN2[C@@H]([C@H]([C@@H]([C@H](C2)O)O)O)CO)C=C1)F (2R,3R,4R,5S)-1-(4-chloro-2-fluorophenethyl)-2-(hydroxymethyl)piperidine-3,4,5-triol